C1(=CC(=CC=C1)C1=CC=CC=C1)C(=O)O 3,4'-biphenylcarboxylic acid